ClC1=CC=C2C(=C1)NC(C21N(C(C=2N=C(N(C21)C(C)C)C2=C(C=C(C=C2)OC)OC)=O)C=2C(=NC=C(C2)Cl)C)=O 6-chloro-5'-(5-chloro-2-methylpyridin-3-yl)-2'-(2,4-dimethoxyphenyl)-3'-isopropyl-3'H-spiro[indoline-3,4'-pyrrolo[3,4-d]imidazole]-2,6'(5'H)-dione